Cl.C(C)(C)(C)OC([C@@H](N)C[C@H](C(=O)OC(C)(C)C)F)=O (4R)-4-fluoro-L-glutamic acid di-tert-butyl ester hydrochloride